BrC1=C(C=C(C=C1)CC=O)F 2-(4-bromo-3-fluorophenyl)acetaldehyde